C(C)OC(=O)C1=NC(=C(N=C1Cl)C)C1=C(C(=CC=C1)Cl)Cl Ethyl-chloro-6-(2,3-dichlorophenyl)-5-methylpyrazine-2-carboxylate